p-fluorobenzenebisamide FC=1C=C(C(=CC1)C(=O)N)C(=O)N